[Br-].[Br-].C(CCCCCCCCCCCCC)NC(COCCNCCCCCCCCCCCCCC)(C)C N,N'-ditetradecyldimethyl-3-oxa-1,5-pentanediamine dibromide